C1(=CC=CC=C1)C1=CC2=C(N=C(O2)SCC2=CC=C(C=C2)C(F)(F)F)C=C1 6-phenyl-2-((4-(trifluoromethyl)benzyl)thio)benzo[d]oxazole